NC1=NC2=C(C3=CN=CC=C13)C=C(C=C2)C(=O)N(C2CCC1=NC(=CC=C12)OC(F)(F)F)CC1CC1 5-amino-N-(cyclopropylmethyl)-N-(2-(trifluoromethoxy)-6,7-dihydro-5H-cyclopenta[b]pyridin-5-yl)benzo[c][2,6]naphthyridin-9-carboxamide